C(CCCCCCCCCCCCCCC(C)C)OC(C=C)=O 2-propenoic acid isooctadecyl ester